2-(3-chlorophenyl)-2,2-difluoro-1-phenylethyl ((2S)-1-(((2S)-1-cyano-1-hydroxy-3-((S)-2-oxopyrrolidin-3-yl)propan-2-yl)amino)-1-oxohexan-2-yl)carbamate C(#N)C([C@H](C[C@H]1C(NCC1)=O)NC([C@H](CCCC)NC(OC(C(F)(F)C1=CC(=CC=C1)Cl)C1=CC=CC=C1)=O)=O)O